4-(1-(Isobutylamino)ethyl)isoquinolin-1(2H)-one C(C(C)C)NC(C)C1=CNC(C2=CC=CC=C12)=O